(11β,16α)-9-fluoro-11,17-dihydroxy-16-methylpregna-1,4-diene-3,20-dione F[C@@]12[C@]3(C=CC(C=C3CC[C@H]1[C@@H]1C[C@H]([C@](C(C)=O)([C@]1(C[C@@H]2O)C)O)C)=O)C